icosapentaenoic Acid CC/C=C\C/C=C\C/C=C\C/C=C\C/C=C\CCCC(=O)O